4,5-diferuloylquinic acid COC1=C(C=CC(=C1)/C=C/C(=O)O[C@@H]2C[C@@](C[C@H]([C@H]2OC(=O)/C=C/C3=CC(=C(C=C3)O)OC)O)(C(=O)O)O)O